1-aminoaziridine NN1CC1